C1(=CC=CC=C1)C(C)N1C=NC=C1C(=O)O 1-(1-phenylethyl)-1H-imidazole-5-carboxylic acid